ClC1=NC2=C(OC3=C1C=CC(=C3)F)C=C(C=C2)C 11-chloro-3-fluoro-7-methyldibenzo[b,f][1,4]oxazepine